2-(5-tert-butyl-2-hydroxy-3-propan-2-ylphenyl)benzotriazole-5-sulfonic acid C(C)(C)(C)C=1C=C(C(=C(C1)N1N=C2C(=N1)C=CC(=C2)S(=O)(=O)O)O)C(C)C